C(C)(C)(C)OC(C[C@H](CCN1CC(CCC1)(F)F)NC(=O)C1=NN(C(=N1)C1CCCC1)C=1C(=NC=CC1)C(F)(F)F)=O (S)-3-(5-cyclopentyl-1-(2-(trifluoromethyl)pyridin-3-yl)-1H-1,2,4-triazole-3-carboxamido)-5-(3,3-difluoropiperidin-1-yl)pentanoic acid tert-butyl ester